FC1(OC2=C(O1)C=CC(=C2)C2=NN(C(=C2)C(C)C)C2CCN(CC2)CCN2CCS(CC2)(=O)=O)F 4-[2-[4-[3-(2,2-difluoro-1,3-benzodioxol-5-yl)-5-isopropyl-pyrazol-1-yl]-1-piperidyl]ethyl]-1,4-thiazinane 1,1-dioxide